ClC=1C=C(C=CC1)C(C(=O)O)C1=CC=CC=C1 2-(3-chlorophenyl)-2-phenylacetic acid